8-amino-2-(N,N-bis-tert-butoxycarbonylamino)-1H-naphtho[1,2-d]imidazole NC1=CC=C2C=CC3=C(NC(=N3)N(C(=O)OC(C)(C)C)C(=O)OC(C)(C)C)C2=C1